N-[2-(2,5-dioxopyrrol-1-yl)ethyl]-4-{[4-(hydroxymethyl)phenyl]sulfamoyl}-3-nitrobenzamide O=C1N(C(C=C1)=O)CCNC(C1=CC(=C(C=C1)S(NC1=CC=C(C=C1)CO)(=O)=O)[N+](=O)[O-])=O